The molecule is a sodium salt resulting from the formal reaction of (S)-haloxyfop with 1 mol eq. of sodium hydride. The agrochemical herbicide haloxyfop-sodium is an equimolar mixture of (S)-haloxyfop-sodium and its enantiomer. It is an enantiomer of a haloxyfop-P-sodium. C[C@@H](C(=O)[O-])OC1=CC=C(C=C1)OC2=C(C=C(C=N2)C(F)(F)F)Cl.[Na+]